4-[[1-(oxetan-3-yl)-4-piperidinyl]oxy]benzene-1,2-diamine O1CC(C1)N1CCC(CC1)OC=1C=C(C(=CC1)N)N